CN1CCN(CC1)C1=C(C(=O)N)C(=CC=N1)C1=C(C=CC=C1)C (4-methylpiperazine-1-yl)-4-(o-tolyl)nicotinamide